(methylphenyl-d3)pyridine-d4 CC=1C(=C(C(=C(C1)C1=C(C(=C(C(=N1)[2H])[2H])[2H])[2H])[2H])[2H])[2H]